C(#N)C=1N(N=C2C=C(C=CC12)C(F)(F)F)[C@H]1C=C(C(=O)O)O[C@H]([C@@H]1NC(C(C)C)=O)[C@H](O)[C@H](O)CO 2,6-Anhydro-4-(3-cyano-6-trifluoromethyl-2H-indazol-2-yl)-3,4,5-trideoxy-5-isobutyramido-D-glycero-D-galacto-non-2-enonic acid